(1S,2S)-2-(3-amino-5-chlorophenyl)-N-(6-(((6-cyclopropylimidazo[1,2-a]pyridin-2-yl)methyl)amino)pyrimidin-4-yl)cyclopropane-1-carboxamide NC=1C=C(C=C(C1)Cl)[C@@H]1[C@H](C1)C(=O)NC1=NC=NC(=C1)NCC=1N=C2N(C=C(C=C2)C2CC2)C1